4-(aminomethyl)-6-(5-ethylpyridin-3-yl)phthalazin-1(2H)-one NCC1=NNC(C2=CC=C(C=C12)C=1C=NC=C(C1)CC)=O